5-(4-aminobut-1-ynyl)-3-methyl-2-oxo-benzimidazol NCCC#CC1=CC2=C(NC(N2C)=O)C=C1